5,7-diphenyl-5,7-dihydroindolo[2,3-b]Carbazole C1(=CC=CC=C1)N1C2=CC=CC=C2C=2C=C3C(=CC12)N(C=1C=CC=CC13)C1=CC=CC=C1